2-amino-1-(2-methylpyrazol-3-yl)ethanone hydrochloride Cl.NCC(=O)C=1N(N=CC1)C